5-[2-[5-[2-[[3-fluoro-5-(1,1,2,2,3,3,3-heptafluoropropyl)-2-pyridyl]carbamoyl]-4-nitro-phenyl]sulfanyltetrazol-1-yl]ethoxy]-5-oxo-pentanoic acid FC=1C(=NC=C(C1)C(C(C(F)(F)F)(F)F)(F)F)NC(=O)C1=C(C=CC(=C1)[N+](=O)[O-])SC1=NN=NN1CCOC(CCCC(=O)O)=O